C(C)OC(CCNC1=NC(=NC(=C1)N1CCC2=C(CC1)C=CC=C2)C2=NC=CC=C2)=O N-[2-(2-Pyridinyl)-6-(1,2,4,5-tetrahydro-3H-3-benzazepin-3-yl)-4-pyrimidinyl]-β-alanine ethyl ester